(8S)-2-chloro-8-methyl-7,8-dihydro-5H-1,6-naphthyridine-6-carboxylic acid tert-butyl ester C(C)(C)(C)OC(=O)N1CC=2C=CC(=NC2[C@H](C1)C)Cl